N-[(1S)-1-(cyclohexylmethyl)-2-[4-(3,5-dimethyl-1H-pyrazol-4-yl)anilino]-2-oxo-ethyl]2-methyl-pyrazole-3-carboxamide C1(CCCCC1)C[C@@H](C(=O)NC1=CC=C(C=C1)C=1C(=NNC1C)C)NC(=O)C=1N(N=CC1)C